O[C@@H]1CN(CC[C@@]12NCC1=CC=CC=C1C2)C(=O)C=2N=C1N(C=CC=C1[C@@H](C)OC)C2 [(3R,3'R)-3'-hydroxy-1,4-dihydro-1'H,2H-spiro[isoquinoline-3,4'-piperidin]-1'-yl]{8-[(1R)-1-methoxyethyl]imidazo[1,2-a]pyridin-2-yl}methanone